CP(=O)(C)C=1C=C(C=CC1)C1=C(C=CC=C1)F 3-(dimethylphosphoryl)-2'-fluoro-[1,1'-biphenyl]